(E)-N'-(1-(3-chloro-4-methoxyphenyl)pent-4-en-1-ylidene)-4-methylbenzenesulfonyl-hydrazine ClC=1C=C(C=CC1OC)\C(\CCC=C)=N\NS(=O)(=O)C1=CC=C(C=C1)C